OC1=C(N=C(N(C1=O)C)C1CN(CCC1)CC(F)(F)F)C(=O)NC=1C=NOC1 5-hydroxy-N-(isoxazol-4-yl)-1-methyl-6-oxo-2-(1-(2,2,2-trifluoroethyl)piperidin-3-yl)-1,6-dihydro-pyrimidine-4-carboxamide